2-[4-(2,3-dichlorophenyl)-4-oxobutanoyl]-5-({2-[4-(2,3-dichlorophenyl)-4-oxobutanoyl]-1,3-dioxo-2,3-dihydro-1H-inden-5-yl}sulfonyl)-2,3-dihydro-1H-indene-1,3-dione ClC1=C(C=CC=C1Cl)C(CCC(=O)C1C(C2=CC=C(C=C2C1=O)S(=O)(=O)C=1C=C2C(C(C(C2=CC1)=O)C(CCC(=O)C1=C(C(=CC=C1)Cl)Cl)=O)=O)=O)=O